4-ethyl-α-methylstyrene C(C)C1=CC=C(C(=C)C)C=C1